1-(2-fluoro-3-(3-morpholinoquinoxaline-6-carbonyl)phenyl)-3-(4-fluorophenyl)urea FC1=C(C=CC=C1C(=O)C=1C=C2N=C(C=NC2=CC1)N1CCOCC1)NC(=O)NC1=CC=C(C=C1)F